ClC1=CC=C(C=C1)C=1N=C2N(C=CC=C2)C1CN1C2CN(CC1CC2)C(=O)C2=NC(=CC=C2)OC (8-{[2-(4-chlorophenyl)imidazo[1,2-a]pyridin-3-yl]methyl}-3,8-diazabicyclo[3.2.1]oct-3-yl)-(6-methoxypyridin-2-yl)methanone